(5-methyl-1-phenyl-1H-1,2,3-triazol-4-yl)methanol Methyl-6-(4-(tert-butyl)phenyl)pyrido[2,3-e]pyrrolo[1,2-a]pyrazine-3-carboxylate CC1=CC(=NC=2N=C(C=3N(C21)C=CC3)C3=CC=C(C=C3)C(C)(C)C)C(=O)OCC=3N=NN(C3C)C3=CC=CC=C3